1,1,3,3-tetrakis(Butoxymethyl)urea C(CCC)OCN(C(=O)N(COCCCC)COCCCC)COCCCC